6'-fluoro-N-(4-fluoro-3-((3-hydroxycyclobutyl)carbamoyl)benzyl)-4'-hydroxy-3',4'-dihydro-1'H-spiro[piperidine-4,2'-quinoline]-1-carboxamide FC=1C=C2C(CC3(NC2=CC1)CCN(CC3)C(=O)NCC3=CC(=C(C=C3)F)C(NC3CC(C3)O)=O)O